CC1C(NN=C(O1)C=1C(=NC=CN1)C(C)NC(C1=CC(=CC(=C1)C(F)(F)F)C(F)(F)F)=O)=O N-(1-(3-(6-methyl-5-oxo-5,6-dihydro-4H-1,3,4-oxadiazin-2-yl)pyrazin-2-yl)ethyl)-3,5-bis(trifluoromethyl)benzamide